C(C1=CC=CC=C1)NC1CC(N(CC1)C)(C(=O)OC)C methyl 4-(benzylamino)-1,2-dimethylpiperidine-2-carboxylate